2-bromo-5-chloropyrazolo[1,5-a]pyrimidine BrC1=NN2C(N=C(C=C2)Cl)=C1